nonyldisulfide C(CCCCCCCC)SSCCCCCCCCC